(2s,4s)-2-(2-phenyl-7-azaspiro[3.5]Nonane-7-carbonyl)-7-oxa-5-azaspiro[3.4]Octane-6-one C1(=CC=CC=C1)C1CC2(C1)CCN(CC2)C(=O)C2CC1(C2)NC(OC1)=O